methacrylic acid 2,2,3,3,3-pentafluoropropyl ester FC(COC(C(=C)C)=O)(C(F)(F)F)F